2-(5-fluoro-2,4-dioxo-3,4-dihydropyrimidin-1(2H)-yl)acetic acid FC=1C(NC(N(C1)CC(=O)O)=O)=O